2-[2-(3,4-difluoro-2-methyl-phenoxy)-4-methyl-5-(trifluoromethyl)-3-pyridyl]-N-[(1S)-1-(hydroxymethyl)-2-methyl-propyl]-4-oxo-1H-1,6-naphthyridine-5-carboxamide FC=1C(=C(OC2=NC=C(C(=C2C=2NC=3C=CN=C(C3C(C2)=O)C(=O)N[C@@H](C(C)C)CO)C)C(F)(F)F)C=CC1F)C